Methyl 6-bromo-3-(tetrahydro-2H-pyran-4-yl)picolinate BrC1=CC=C(C(=N1)C(=O)OC)C1CCOCC1